N-(2-methoxy-5-(4-methyl-2-(methylamino)-8-((tetrahydrofuran-3-yl)oxy)quinazolin-6-yl)pyridin-3-yl)-2,4-difluoro-benzenesulfonamide COC1=NC=C(C=C1NS(=O)(=O)C1=C(C=C(C=C1)F)F)C=1C=C2C(=NC(=NC2=C(C1)OC1COCC1)NC)C